C(=O)=C1CCC2=NC=C(C=C21)C(=O)NC2=CC(=CC=C2)S(N)(=O)=O 5-carbonyl-N-(3-sulfamoylphenyl)-6,7-dihydro-5H-cyclopenta[b]Pyridine-3-carboxamide